ClC1=C(C(=O)NCCNC(=O)[C@@H]2[C@@H](CNCC2)O)C=CC(=C1)NC(=O)C=1N(C(=CN1)C1=C(C(=C(C=C1)OCC#N)F)F)C (3S,4S)-N-[2-[[2-chloro-4-[[5-[4-(cyanomethoxy)-2,3-difluoro-phenyl]-1-methyl-imidazole-2-carbonyl]amino]benzoyl]amino]ethyl]-3-hydroxy-piperidine-4-carboxamide